(2R,4S)-5,5-dihydroxy-9-{1-[(4S)-4-hydroxy-D-prolyl]azetidin-3-yl}oxy-6-oxa-5-boranuidatricyclo[5.4.0.02,4]undeca-1(11),7,9-triene-8-carboxylic acid O[B-]1([C@H]2C[C@H]2C2=CC=C(C(=C2O1)C(=O)O)OC1CN(C1)C([C@@H]1NC[C@H](C1)O)=O)O